tert-Butyl 2-(3-(dibenzylamino)-4-fluorobenzyl)-5-oxopyrrolidine-1-carboxylate C(C1=CC=CC=C1)N(C=1C=C(CC2N(C(CC2)=O)C(=O)OC(C)(C)C)C=CC1F)CC1=CC=CC=C1